1-Cyclopropyl-6-fluoro-1,4-dihydro-8-methoxy-7-(3-methyl-1-piperazinyl)-4-oxo-3-quinolinecarboxylic acid C1(CC1)N1C=C(C(C2=CC(=C(C(=C12)OC)N1CC(NCC1)C)F)=O)C(=O)O